C1(=CC=CC=C1)N1N=CC(=C1)C=1SC=C(N1)C(=O)N1C[C@@H](CC1)CN 1-[(3S)-1-[2-(1-phenyl-1H-pyrazol-4-yl)-1,3-thiazole-4-carbonyl]pyrrolidine-3-yl]methanamine